1-pyrrolidin-3-yltriazole N1CC(CC1)N1N=NC=C1